Etioporphyrin i CCC1=C(C2=CC3=C(C(=C(N3)C=C4C(=C(C(=N4)C=C5C(=C(C(=N5)C=C1N2)C)CC)C)CC)C)CC)C